CS(=O)(=O)OCCCCCC(=O)OCC ethyl 6-methanesulfonyloxy-hexanoate